5-ethylbicyclo[2.2.1]-2-heptene C(C)C1C2C=CC(C1)C2